FC(C1=CC=C(C=C1)C=1C=NC(=C2C=CC=NC12)NCC1(COCC1)O)F 3-(((8-(4-(difluoromethyl)phenyl)-1,6-naphthyridin-5-yl)amino)methyl)tetrahydrofuran-3-ol